5-bromo-3,6-difluoro-N,N-bis[(4-methoxyphenyl)methyl]Pyridin-2-amine BrC=1C=C(C(=NC1F)N(CC1=CC=C(C=C1)OC)CC1=CC=C(C=C1)OC)F